N-(5-(3-chlorophenyl)thiazol-2-yl)-1-cyano-pyrrolidine-3-carboxamide ClC=1C=C(C=CC1)C1=CN=C(S1)NC(=O)C1CN(CC1)C#N